2-bromo-1-(5-nitro-1H-indol-3-yl)ethan-1-one BrCC(=O)C1=CNC2=CC=C(C=C12)[N+](=O)[O-]